5-bromo-N-(4-(4,4-difluoropiperidin-1-yl)pyrimidin-2-yl)-3-(6-azaspiro[2.5]octan-6-yl)picolinamide BrC=1C=C(C(=NC1)C(=O)NC1=NC=CC(=N1)N1CCC(CC1)(F)F)N1CCC2(CC2)CC1